C(C1=CC=CC=C1)=C1C(NC(C(N1)=O)=CC=1N=CN(C1C(C)C)CC1=CC=CC=C1)=O 3-benzylidene-6-((5-isopropyl-1-benzylimidazol-4-yl)methylene)piperazine-2,5-dione